C(C1=CC=CC=C1)OCCS(=O)(=O)NC=1C=C(C(=NC1)C(=O)OC)N1CCC2(CC2)CC1 methyl 5-((2-(benzyloxy)ethyl)sulfonamido)-3-(6-azaspiro[2.5]octan-6-yl)picolinate